BrCC1=CC=C(C=N1)N1C(NC(CC1)=O)=O 1-(6-(Bromomethyl)pyridin-3-yl)dihydropyrimidine-2,4(1H,3H)-dione